OCC1(CCC1)NC=1C2=C(N=C(N1)N1CCC(=CC1)C1=NC=C(C=N1)C=1OC=CN1)CC[S@]2=O (R)-4-((1-(Hydroxymethyl)cyclobutyl)amino)-2-(4-(5-(oxazol-2-yl)pyrimidin-2-yl)-3,6-dihydropyridin-1(2H)-yl)-6,7-dihydrothieno[3,2-d]pyrimidine 5-oxide